tert-butyl N-[(3R)-5-[(4-chlorophenyl)methyl]-7-[5-(4,4-difluoro-1-methyl-3-piperidyl)-1,3,4-oxadiazol-2-yl]-8-fluoro-1,1,4-trioxo-2,3-dihydro-1λ6,5-benzothiazepin-3-yl]carbamate ClC1=CC=C(C=C1)CN1C([C@H](CS(C2=C1C=C(C(=C2)F)C=2OC(=NN2)C2CN(CCC2(F)F)C)(=O)=O)NC(OC(C)(C)C)=O)=O